7-(8-(trifluoromethoxy)naphthalen-1-yl)pyrido[4,3-d]pyrimidine tris(2,2,2-trifluoroacetate) FC(C(=O)O)(F)F.FC(C(=O)O)(F)F.FC(C(=O)O)(F)F.FC(OC=1C=CC=C2C=CC=C(C12)C1=CC=2N=CN=CC2C=N1)(F)F